C1(CC1)C1=NC=C(C(=N1)OCC1CC1)C(=O)NC(C)C=CS(=O)(=O)C 2-cyclopropyl-4-(cyclopropylmethoxy)-N-(4-(methylsulfonyl)but-3-en-2-yl)pyrimidine-5-carboxamide